(2S)-1-[7-chloro-8-fluoro-2-(methylsulfanyl)pyrido[4,3-d]pyrimidin-5-yl]-2-methylazetidine ClC1=C(C=2N=C(N=CC2C(=N1)N1[C@H](CC1)C)SC)F